N-(1-Adamantylmethyl)-4-[4-[[2-[2-(5-hydroxypyridin-3-yl)ethynyl]phenyl]methyl]piperazin-1-yl]-N-methylbenzamide C12(CC3CC(CC(C1)C3)C2)CN(C(C2=CC=C(C=C2)N2CCN(CC2)CC2=C(C=CC=C2)C#CC=2C=NC=C(C2)O)=O)C